FC1=C(C=CC=C1)N1C(=NN=C1C1=NC=CC=C1)C1CC(C1)NC(=O)C1=NC=CC=C1 N-((1S,3r)-3-(4-(2-fluorophenyl)-5-(pyridin-2-yl)-4H-1,2,4-triazol-3-yl)cyclobutyl)pyridineamide